(S)-1-benzylpyrrolidin-3-yl (S)-2-hydroxy-2-(3-(3-(4-((((R)-2-hydroxy-2-(8-hydroxy-2-oxo-1,2-dihydroquinolin-5-yl)ethyl)amino)methyl)benzamido)propoxy)phenyl)-2-phenylacetate O[C@@](C(=O)O[C@@H]1CN(CC1)CC1=CC=CC=C1)(C1=CC=CC=C1)C1=CC(=CC=C1)OCCCNC(C1=CC=C(C=C1)CNC[C@@H](C1=C2C=CC(NC2=C(C=C1)O)=O)O)=O